NC1=NC=CC=C1S(=O)(=O)NC(=O)C=1C(=NC(=CC1)C=1C(=NC(=CC1)OC)OC)N1C(C[C@@H](C1)C)(C)C N-[(2-Amino-3-pyridyl)sulfonyl]-6-(2,6-dimethoxy-3-pyridyl)-2-[(4S)-2,2,4-trimethylpyrrolidin-1-yl]pyridin-3-carboxamid